C(#N)C=1C=C2C(=CC=NC2=CC1OC)OC1=CC=C(C=C1)NC(=O)C1(CC1)C(=O)NC1=CC=C(C=C1)F 1-N-[4-(6-cyano-7-methoxyquinolin-4-yl)oxyphenyl]-1-N'-(4-fluorophenyl)cyclopropane-1,1-dicarboxamide